[C@H](C)(CC)[C@@H]1N(CC2=C(NC1=O)C=CC=C2)C(=O)C2=CC=1C(=NC=CN1)N2 (S)-3-((S)-sec-butyl)-4-(5H-pyrrolo[2,3-b]pyrazine-6-carbonyl)-1,3,4,5-tetrahydro-2H-benzo[e][1,4]diazepin-2-one